O=C1NC(CCC1N1C(C2=CC=CC(=C2C1)OCC(=O)N1CCN(CC1)C1CCN(CC1)C1=NC=C(C(=O)N2CCC(CC2)CCCCNC(\C=C\C=2C=NC=CC2)=O)C=C1)=O)=O (E)-N-(4-(1-(6-(4-(4-(2-((2-(2,6-dioxopiperidin-3-yl)-1-oxoisoindolin-4-yl)oxy)acetyl)piperazin-1-yl)piperidin-1-yl)nicotinoyl)piperidin-4-yl)butyl)-3-(pyridin-3-yl)acrylamide